Cl.Cl.Cl.N1=C(C=CC=C1)C#N pyridinecarbonitrile tri-hydrochloride